N1C=CC2=CC(=CC=C12)S(=O)(=O)N1C=C(C=C1)C(=O)NC1=CC(=C(C=C1)C(C)C)F 1-((1H-indol-5-yl)sulfonyl)-N-(3-fluoro-4-isopropylphenyl)-1H-pyrrole-3-carboxamide